(1-(2-(4-(4-nitrophenyl)piperazin-1-yl)ethyl)piperidin-4-yl)methylamine [N+](=O)([O-])C1=CC=C(C=C1)N1CCN(CC1)CCN1CCC(CC1)CN